methyl 5-{[1-(tert-butoxycarbonyl)azetidin-3-yl]amino}pyridine-2-carboxylate C(C)(C)(C)OC(=O)N1CC(C1)NC=1C=CC(=NC1)C(=O)OC